2-(3-{5-[(1H-benzotriazol-1-yl)methyl]-5H-pyrrolo[3,2-c]pyridin-2-yl}-4-fluorophenoxy)ethan-1-ol N1(N=NC2=C1C=CC=C2)CN2C=C1C(C=C2)=NC(=C1)C=1C=C(OCCO)C=CC1F